methyl 1,4-epoxynaphthalene-1(4H)-carboxylate C12(C=CC(C3=CC=CC=C13)O2)C(=O)OC